[N+](=O)([O-])C1=CC=C(C=C1)N1CCN(CC1)C1CC2(CC1)CCN(CC2)C(=O)OCCCC butyl 2-(4-(4-nitrophenyl) piperazin-1-yl)-8-azaspiro[4.5]decane-8-carboxylate